C[Si](/C=C/CO)(C)C trans-3-(trimethylsilyl)allyl alcohol